FC=1C=2N(C=C(C1)NC(=O)C1=CC=C(C3=CN(N=C13)C)N1C[C@@H](N(CC1)C(=O)OC(C)(C)C)C(C)C)C=C(N2)C tert-butyl (2S)-4-[7-({8-fluoro-2-methylimidazo[1,2-a]pyridin-6-yl}carbamoyl)-2-methylindazol-4-yl]-2-isopropylpiperazine-1-carboxylate